tert-butyl ((2-hydroxypyridin-4-yl)methyl)carbamate OC1=NC=CC(=C1)CNC(OC(C)(C)C)=O